N,N-di-tert-butylmonoethylamine C(C)(C)(C)N(C(C)(C)C)CC